FC=1C=C(C#N)C=C(C1C=1NC(=CN1)C(F)(F)F)F 3,5-difluoro-4-(5-(trifluoromethyl)-1H-imidazol-2-yl)benzonitrile